3-bromo-5-hydroxybenzoic acid BrC=1C=C(C(=O)O)C=C(C1)O